N=C(CCNC(=O)C=1N(C=C(C1)NC(=O)C=1N(C=C(C1)NC(C1=CC=C(C=C1)\C=C\C1=CC(=CC=C1)OC)=O)C)C)NC (E)-N-(3-imino-3-(methylamino)propyl)-4-(4-(4-(3-methoxystyryl)benzoylamino)-1-methyl-1H-pyrrole-2-carboxamido)-1-methyl-1H-pyrrole-2-carboxamide